OCCC(=O)[O-] 3-hydroxypropioNate